BrC=1C=CC(=C(C1)[C@]12N=C(SC[C@H]1COC2)NC(OC(C)(C)C)=O)F tert-butyl ((4aR,7aR)-7a-(5-bromo-2-fluorophenyl)-4a,5,7,7a-tetrahydro-4H-furo[3,4-d][1,3]thiazin-2-yl)carbamate